1-(3-chloro-5-(trifluoromethyl)phenyl)cyclobutan-1-ol ClC=1C=C(C=C(C1)C(F)(F)F)C1(CCC1)O